4-((1-(4-(2,6-dioxopiperidin-3-yl)phenyl)piperidin-4-yl)methyl)-3,5-dimethylpiperazine-1-carboxylate O=C1NC(CCC1C1=CC=C(C=C1)N1CCC(CC1)CN1C(CN(CC1C)C(=O)[O-])C)=O